triethoxyaluminum C(C)O[Al](OCC)OCC